(S)-N-(5-(2-(1-cyclopentylpyrrolidin-2-yl)acetamido)-2-methylpyridin-3-yl)-6-(1-methyl-1H-pyrazol-4-yl)pyrazolo[1,5-a]pyrazine-3-carboxamide C1(CCCC1)N1[C@@H](CCC1)CC(=O)NC=1C=C(C(=NC1)C)NC(=O)C=1C=NN2C1C=NC(=C2)C=2C=NN(C2)C